N-butyl-8-methoxy-2,2-dimethyl-7-[3-(pyrrolidin-1-yl)propoxy]-1H,2H,3H-cyclopenta[c]quinolin-4-amine formate C(=O)O.C(CCC)NC1=NC=2C=C(C(=CC2C2=C1CC(C2)(C)C)OC)OCCCN2CCCC2